C1(=CC=CC=C1)P(=S)(SC1=CC=C(C=C1)F)C1=CC=CC=C1 4-Fluorophenyl diphenylphosphinodithioate